(S)-2-(3-((6-(benzylthio)pyridazin-3-yl)carbamoyl)morpholino)acetic acid C(C1=CC=CC=C1)SC1=CC=C(N=N1)NC(=O)[C@@H]1COCCN1CC(=O)O